OCC[C@@H](CC(C)C)[C@H]1N(C(OC1)(C)C)C(=O)OC(C)(C)C tert-butyl (4R)-4-[(1R)-1-(2-hydroxyethyl)-3-methyl-butyl]-2,2-dimethyl-oxazolidine-3-carboxylate